C12(CC(C1)C2)N2N=NC(=C2)[C@H](C2=C1C=CN=C(C1=CC=C2)OC)NC=2C=C1C(=C(C=NC1=C(C2)Cl)C#N)NCC(C(F)(F)F)(C)C (S)-6-(((1-(bicyclo[1.1.1]pentan-1-yl)-1H-1,2,3-triazol-4-yl)(1-methoxyisoquinolin-5-yl)methyl)amino)-8-chloro-4-((3,3,3-trifluoro-2,2-dimethylpropyl)amino)quinoline-3-carbonitrile